OCN1C(C=CC1=O)=O 1-(hydroxymethyl)-1H-pyrrole-2,5-dione